C(C=C)(=O)NC=1C=C(C=CC1)C=1C=C(C=C2C=NC=NC12)C1=C(C=C(C(=O)NC2=NC=CC(=C2)C(F)(F)F)C=C1)F 4-(8-(3-acrylamidophenyl)quinazolin-6-yl)-3-fluoro-N-(4-(trifluoromethyl)pyridin-2-yl)benzamide